2-(3-bromo-6-chloropyridin-2-yl)-2-methylpropanoic acid methyl ester COC(C(C)(C)C1=NC(=CC=C1Br)Cl)=O